N-(4-chloro-2'-(phenylselanyl)-[1,1'-biphenyl]-2-yl)picolinamide ClC1=CC(=C(C=C1)C1=C(C=CC=C1)[Se]C1=CC=CC=C1)NC(C1=NC=CC=C1)=O